ClC1=NC=C(C(=N1)C1=C(N=C(S1)C(=C)OCC)C(F)(F)F)F 5-(2-chloro-5-fluoro-pyrimidin-4-yl)-2-(1-ethoxyvinyl)-4-(trifluoromethyl)thiazole